8-[(3-ethyl-1,2,4-oxadiazol-5-yl)methoxy]-6-(4-fluorophenyl)-N-[(6-methylpyridazin-3-yl)methyl]quinazolin-4-amine C(C)C1=NOC(=N1)COC=1C=C(C=C2C(=NC=NC12)NCC=1N=NC(=CC1)C)C1=CC=C(C=C1)F